7-(5-bromo-1-methyl-1H-indol-3-yl)-5-(4-chlorophenyl)-1-methyl-3-propyl-1H-pyrazolo[4,3-d]pyrimidine BrC=1C=C2C(=CN(C2=CC1)C)C=1C2=C(N=C(N1)C1=CC=C(C=C1)Cl)C(=NN2C)CCC